C(C1=CC=CC=C1)OCN1C(N(N=C(C1=O)NC(OC(C)(C)C)=O)C1=CC(=C(C(=C1)Cl)OC=1C=C2C3(C(N(C2=CC1)C)=O)CC3)Cl)=O tert-butyl (4-((benzyloxy)methyl)-2-(3,5-dichloro-4-((1'-methyl-2'-oxospiro[cyclopropane-1,3'-indolin]-5'-yl)oxy)phenyl)-3,5-dioxo-2,3,4,5-tetrahydro-1,2,4-triazin-6-yl)carbamate